(R)-3-Hydroxy-1-methyl-3-(3-(2-(1-tosyl-1H-pyrrolo[2,3-b]pyridin-3-yl)oxazol-4-yl)phenyl)pyrrolidin-2-one O[C@@]1(C(N(CC1)C)=O)C1=CC(=CC=C1)C=1N=C(OC1)C1=CN(C2=NC=CC=C21)S(=O)(=O)C2=CC=C(C)C=C2